Methyl 2-(7-bromo-6-fluoro-2-methylquinolin-3-yl)acetate BrC1=C(C=C2C=C(C(=NC2=C1)C)CC(=O)OC)F